S-Mandelic Acid C1=CC=C(C=C1)[C@@H](C(=O)O)O